O=C(C(=O)O)NC=1C2=C(C=NC1)C=NN2COCC[Si](C)(C)C 2-Oxo-2-[[1-(2-trimethylsilylethoxymethyl)pyrazolo[4,3-c]pyridin-7-yl]amino]acetic acid